2-(fluoranthen-3-yl)-4,4,5,5-tetramethyl-1,3,2-dioxaborolane C1=CC(=C2C=CC=C3C4=CC=CC=C4C1=C23)B2OC(C(O2)(C)C)(C)C